FC1(CC(C1)CO)F (3,3-difluoro-cyclobutyl)-methanol